5-{[5-amino-6-fluoro-7-(8-methyl-2,3-dihydro-1H-pyrido[2,3-b][1,4]oxazin-7-yl)quinazolin-2-yl]amino}-N-methyl-2,3-dihydro-1H-indene-1-carboxamide NC1=C2C=NC(=NC2=CC(=C1F)C1=C(C2=C(OCCN2)N=C1)C)NC=1C=C2CCC(C2=CC1)C(=O)NC